8-(4-chloro-2-fluorophenyl)-6-[(2S,4R)-2-(1-cyclopropyl-1H-pyrazol-4-yl)oxacyclohex-4-yl]-2,3-dimethyl-3H,4H-pyrimido[5,4-d][1,3]diazin-4-one ClC1=CC(=C(C=C1)C1=NC(=NC2=C1N=C(N(C2=O)C)C)[C@H]2C[C@H](OCC2)C=2C=NN(C2)C2CC2)F